COCCN1CCN(CC1)C1=CC2=C(C=N1)CN(C2)C(=O)OC(C)(C)C tert-Butyl 6-(4-(2-methoxyethyl)piperazin-1-yl)-1,3-dihydro-2H-pyrrolo[3,4-c]pyridine-2-carboxylate